NC1=C(C=CC(=C1)NCCC1=CC=C(C=C1)C(F)(F)F)NC(CCCCCCCCC)=O N-(2-amino-4-((4-(trifluoromethyl)phenethyl)amino)phenyl)decanamide